ClC1=CC=C(C=C1)N1CC2(CNC2)CC1 6-(4-chlorophenyl)-2,6-diazaspiro[3.4]octane